BrC1C(N(CC1)C1=CC=C(C=C1)C1=CC=NC=C1)=O 3-bromo-1-(4-(pyridin-4-yl)phenyl)pyrrolidin-2-one